ClC1=C(C(=CC(=C1)Cl)Cl)B(O)O (2,4,6-trichlorophenyl)boronic acid